Cl.C(C1=CC=CC=C1)(=O)OCCN ethanolamine benzoate hydrochloride